12-chloro-4,6,8,10-tetramethyltridecyl decyloxymethyl ether C(CCCCCCCCC)OCOCCCC(CC(CC(CC(CC(C)Cl)C)C)C)C